3-[2-chloro-6-cyano-4-[1-methyl-1-[4-[(2-methylsulfanylpyrimidin-4-yl)methoxy]phenyl]ethyl]phenoxy]-N-[[2-(2,6-dioxo-3-piperidyl)-1-oxo-isoindolin-5-yl]methyl]propanamide ClC1=C(OCCC(=O)NCC=2C=C3CN(C(C3=CC2)=O)C2C(NC(CC2)=O)=O)C(=CC(=C1)C(C)(C1=CC=C(C=C1)OCC1=NC(=NC=C1)SC)C)C#N